N-((6-ethyl-1-methyl-1H-benzimidazol-7-yl)-methyl)-5-fluoro-6-methoxynicotinamide C(C)C=1C=CC2=C(N(C=N2)C)C1CNC(C1=CN=C(C(=C1)F)OC)=O